C(C)(C)(C)N(C(O)=O)C(CC1=C(C=C(C(=C1)Br)CCC)OC)CC.BrC=1C(=CC(=C(C1)CC(CC)NC(OC(C)(C)C)=O)OC)CCC tert-butyl (1-(5-bromo-2-methoxy-4-propylphenyl)butan-2-yl)carbamate tert-butyl-(1-(5-bromo-2-methoxy-4-propylphenyl)butan-2-yl)carbamate